2-((5,6-dibromo-2,3-dihydro-1H-inden-2-yl)amino)pyrimidine-5-carboxylic acid ethyl ester C(C)OC(=O)C=1C=NC(=NC1)NC1CC2=CC(=C(C=C2C1)Br)Br